C1(CC1)CNC1=C(N=C2SC3=C(N21)C=CC(=C3)C(=O)NCCCN3CCC(CC3)F)C3=CC=C(C=C3)[C@@H]3NCCC3 (R)-3-((cyclopropylmethyl)amino)-N-(3-(4-fluoropiperidin-1-yl)propyl)-2-(4-(pyrrolidin-2-yl)phenyl)benzo[d]imidazo[2,1-b]thiazole-7-carboxamide